C(C)N(C1=CC=C(C=C1)C(C1=C(C=C(C(=C1)O)S(=O)(=O)[O-])S(=O)(=O)[O-])=C1C=CC(C=C1)=[N+](CC)CC)CC 4-[[4-(diethylamino) phenyl]-(4-diethylazaniumylidenecyclohexa-2,5-dien-1-ylidene) methyl]-6-hydroxybenzene-1,3-disulfonate